Cl.N[C@H](C(=O)NC(C(C(=O)OC)O)CC)CC(C)C methyl 3-((S)-2-(amino)-4-methylpentanamido)-2-hydroxypentanoate hydrochloride salt